5-(2-fluorophenyl)-4-methoxy-1H-pyrrole-1,3-dicarboxylic acid 1-(tert-butyl) 3-methyl ester COC(=O)C1=CN(C(=C1OC)C1=C(C=CC=C1)F)C(=O)OC(C)(C)C